ClC1=C(C=C2C(=C(N(C2=C1F)C)C=1NC(=NN1)C(=O)N(C)C)C=1C=NNC1)OC 5-(6-chloro-7-fluoro-5-methoxy-1-methyl-3-(1H-pyrazol-4-yl)-1H-indol-2-yl)-N,N-dimethyl-4H-1,2,4-triazole-3-carboxamide